N-(8-((2,6-dimethylbenzyl)amino)-2,3-dimethylimidazo[1,2-a]pyridin-6-yl)oxazole-2-carboxamide CC1=C(CNC=2C=3N(C=C(C2)NC(=O)C=2OC=CN2)C(=C(N3)C)C)C(=CC=C1)C